N1N=CC(=C1)NC1=NC=C(C(=N1)C1=CC=C(C(=O)NCC#N)C=C1)C 4-(2-((1H-pyrazol-4-yl)amino)-5-methylpyrimidin-4-yl)-N-(cyanomethyl)benzamide